BrCCOCCO 2-[(2-bromoethyl)oxy]ethan-1-ol